cobalt-vanadium oxide [O-2].[V+5].[Co+2]